(2s,4s,5r)-tetrahydro-2H-pyran-2,4,5-triyltriacetate O1[C@@H](C[C@H]([C@H](C1)CC(=O)[O-])CC(=O)[O-])CC(=O)[O-]